CN(C(=O)C=1C=C(CN(C2CCN(CC2)C(=O)OC(C)(C)C)C)C=CC1)C tert-Butyl 4-((3-(dimethylcarbamoyl)benzyl)(methyl)amino)piperidine-1-carboxylate